CC(C(=O)NC=1C(=NC=C(C1)C(F)(F)F)COC(=O)N1CC2=CC=C(C=C2C1)C(=O)O)(C)C 2-[[3-(2,2-Dimethylpropionylamino)-5-(trifluoromethyl)pyridin-2-yl]methoxycarbonyl]-1,3-dihydroisoindole-5-carboxylic acid